FC1=C(C=C(C=C1)NC(C=C)=O)NC1=NC(=NC=C1C=1C=NC(=CC1)C)NC=1C=NN(C1)C N-(4-fluoro-3-((2-((1-methyl-1H-pyrazol-4-yl)amino)-5-(6-methylpyridin-3-yl)pyrimidin-4-yl)amino)phenyl)acrylamide